2,4-dichlorobenzyl-hydroxylamine ClC1=C(CNO)C=CC(=C1)Cl